CC1=C(C(=CC=C1)C)N1CCN(CC1)C(CN1C(=CC2=CC(=CC(=C12)C)C)C(=O)O)=O (2-(4-(2,6-dimethylphenyl)piperazin-1-yl)-2-oxoethyl)-5,7-dimethyl-1H-indole-2-carboxylic acid